tert-butyl (2R,3S,4S)-4-[(tert-butoxycarbonyl)oxy]-3-({[2-(pyridin-4-yl)ethyl]carbamoyl}oxy)-2-{[4-(1H-1,2,3-triazol-4-yl)phenyl]methyl}pyrrolidine-1-carboxylate C(C)(C)(C)OC(=O)O[C@@H]1[C@H]([C@H](N(C1)C(=O)OC(C)(C)C)CC1=CC=C(C=C1)C=1N=NNC1)OC(NCCC1=CC=NC=C1)=O